6-Bromo-N-(2-methoxyethyl)-1-methyl-1,2-dihydro-3H-benzo[e]indole-3-carboximidamide 2,2,2-trifluoroacetic acid salt FC(C(=O)O)(F)F.BrC1=CC=CC=2C=3C(CN(C3C=CC21)C(NCCOC)=N)C